4-(difluoromethyl)-N-[4-fluoro-2-[(3S)-3,4-dimethylpiperazin-1-yl]-5-[6-[(2R)-2-methylmorpholin-4-yl]pyridin-3-yl]phenyl]-6-oxo-1H-pyridine-3-carboxamide FC(C=1C(=CNC(C1)=O)C(=O)NC1=C(C=C(C(=C1)C=1C=NC(=CC1)N1C[C@H](OCC1)C)F)N1C[C@@H](N(CC1)C)C)F